C(C)C1(CCNCC1)C(=O)NC(C)C 4-ethyl-N-isopropyl-piperidine-4-carboxamide